ClC1=C2C=C(N(C2=CC=C1)C(=O)OC(C)(C)C)CO tert-butyl 4-chloro-2-(hydroxymethyl)-1H-indole-1-carboxylate